BrC=1C(N(C=CC1)C1COC1)=O bromo-1-(oxetan-3-yl)pyridin-2(1H)-one